ClC1=CC=C(C=C1)C1=C(CCC(C1)(C)C)CN1CCN(CC1)C1=CC=C(C=C1)S(=O)(=O)NC(=O)C1=CC(=NO1)C1=CC=C(C=C1)F N-([4-[4-[[2-(4-chlorophenyl)-4,4-dimethylcyclohexen-1-yl]methyl]piperazin-1-yl]phenyl]sulfonyl)-3-(4-fluorophenyl)isoxazole-5-carboxamide